COC(C(C(CC)=O)=NO)=O (hydroxyimino)-3-oxopentanoic acid methyl ester